methylene-bis-camphorsulfonate C(C1C(C2(CCC1C2(C)C)CS(=O)(=O)[O-])=O)C2C(C1(CCC2C1(C)C)CS(=O)(=O)[O-])=O